CC1(CC2=NC(=C(C(=C2CO1)C=1C(=CC=C2C=NNC12)C)C#N)N1CC2(CN(C2)C(C=C)=O)CC1)C (M)-7,7-dimethyl-4-(6-methyl-1H-indazol-7-yl)-2-(2-(2-propenoyl)-2,6-diazaspiro[3.4]octan-6-yl)-7,8-dihydro-5H-pyrano[4,3-b]pyridine-3-carbonitrile